tert-butyl (3R,4S)-3-(((benzyloxy) carbonyl) amino)-4-fluoropyrrolidine-1-carboxylate C(C1=CC=CC=C1)OC(=O)N[C@@H]1CN(C[C@@H]1F)C(=O)OC(C)(C)C